benzyl 4-[(1S)-2-{[(tert-butoxy)carbonyl]amino}-1-hydroxyethyl]piperidine-1-carboxylate C(C)(C)(C)OC(=O)NC[C@@H](O)C1CCN(CC1)C(=O)OCC1=CC=CC=C1